C1(=CC(=CC(=C1)C(=O)OCCCCCCCC\C=C/C\C=C/CCCCC)C(=O)OCCCCCCCC\C=C/C\C=C/CCCCC)C(=O)OCCCCN(C)C 1-(4-(dimethylamino)butyl) 3,5-di((9Z,12Z)-octadeca-9,12-dien-1-yl) benzene-1,3,5-tricarboxylate